O=C1NC(CCC1N1NC2=C(C=C(C=C2C1=O)F)OCC1=CC=C(CN2CCN(CC2)C2=C(C=C(C#N)C=C2)F)C=C1)=O 4-(4-(4-(((2-(2,6-dioxopiperidin-3-yl)-5-fluoro-3-oxo-2,3-dihydro-1H-indazol-7-yl)oxy)methyl)benzyl)piperazin-1-yl)-3-fluorobenzonitrile